7-[[5-(4-methylpiperazin-1-yl)-2-pyridyl]amino]-4-(1H-pyrrolo[3,2-b]pyridin-3-yl)isoindolin-1-one CN1CCN(CC1)C=1C=CC(=NC1)NC=1C=CC(=C2CNC(C12)=O)C1=CNC=2C1=NC=CC2